N-(4-acetylphenyl)maleimide CC(=O)C1=CC=C(C=C1)N2C(=O)C=CC2=O